zinc(II) butyrate C(CCC)(=O)[O-].[Zn+2].C(CCC)(=O)[O-]